2-chloro-4-((3-(((2R,4S)-4-fluoro-1-(2,2,2-trifluoroethyl)pyrrolidin-2-yl)methyl)-1-methyl-2-oxo-2,3-dihydro-1H-benzo[d]imidazol-5-yl)amino)nicotinonitrile ClC1=C(C#N)C(=CC=N1)NC1=CC2=C(N(C(N2C[C@@H]2N(C[C@H](C2)F)CC(F)(F)F)=O)C)C=C1